C1=CC=CC=2C3=CC=CC=C3C(C12)COC(=O)N([C@@H](CC(=O)O)C(=O)N1CC(C(C(C1)(F)F)(F)F)(F)F)C (3S)-3-[9H-fluoren-9-ylmethoxycarbonyl(methyl)amino]-4-(3,3,4,4,5,5-hexafluoro-piperidin-1-yl)-4-oxobutanoic acid